4-amino-7-fluoro-N-methyl-N-((3S)-6-(methylsulfonyl)-2,3-dihydro-1-benzofuran-3-yl)-1,3-dihydrofuro[3,4-c]quinoline-8-carboxamide NC1=NC=2C=C(C(=CC2C2=C1COC2)C(=O)N([C@@H]2COC1=C2C=CC(=C1)S(=O)(=O)C)C)F